4,5-dichloro-3-fluorothiophene-2-carboxylic acid ClC=1C(=C(SC1Cl)C(=O)O)F